6-[2-(2,6-dichloro-3,5-dimethoxy-anilino)-3-pyridinyl]-N-[4-(1-methylpyrrolidin-3-yl)oxy-2-nitrophenyl]pyrimidin-4-amine ClC1=C(NC2=NC=CC=C2C2=CC(=NC=N2)NC2=C(C=C(C=C2)OC2CN(CC2)C)[N+](=O)[O-])C(=C(C=C1OC)OC)Cl